CC(CCO)=CCC=C(C)C 3,7-dimethyl-3,6-octadienol